C1=C(C=CC2=CC=CC=C12)C[C@@H](C(=O)N)NC(=O)C1CCC2(CN(CCO2)C(CN2CCN(CCN(CCN(CC2)CC(=O)O)CC(=O)O)CC(=O)O)=O)CC1 (S)-3-(2-naphthyl)-2-((6R,9s)-4-(2-(4,7,10-tri(carboxyMethyl)-1,4,7,10-tetraazacyclododecyl)acetyl)-1-oxa-4-azaspiro[5.5]undecane-9-carboxamido)propionamide